C(CCCC)C=C(C(=O)[O-])C#N n-pentylcyanoacrylate